methyl 5-(4-(2-((tert-butoxycarbonyl)amino)ethoxy)phenyl)-6-chloro-1H-indole-3-carboxylate C(C)(C)(C)OC(=O)NCCOC1=CC=C(C=C1)C=1C=C2C(=CNC2=CC1Cl)C(=O)OC